tert-Butyl 3-hydroxy-2,2-dimethylpropyl (2E)-but-2-enedioate C(\C=C\C(=O)OCC(CO)(C)C)(=O)OC(C)(C)C